CC1=NC=CC(=C1)CNC(OC(C)(C)C)=O tert-butyl [(2-methylpyridin-4-yl)methyl]carbamate